3,4,5-trifluoro-3-(fluoromethyl)sulfolane FC1(CS(=O)(=O)C(C1F)F)CF